(s)-N-((1,3-dimethyl-1H-pyrazol-4-yl)sulfonyl)-2-(2,2-dimethyl-4-(methyl-d3)pyrrolidin-1-yl-3,3-d2)-6-(3-(3,3,3-trifluoro-2,2-dimethylpropoxy)-1H-pyrazol-1-yl)nicotinamide CN1N=C(C(=C1)S(=O)(=O)NC(C1=C(N=C(C=C1)N1N=C(C=C1)OCC(C(F)(F)F)(C)C)N1C(C([C@@H](C1)C([2H])([2H])[2H])([2H])[2H])(C)C)=O)C